C(C)(C)N1C(C=CC(=C1)C1=NC(=NC=C1F)NC1=NC=C(C=C1)N1CCN(CC1)CC)=O isopropyl-5-(2-(5-(4-ethylpiperazin-1-yl)pyridin-2-yl)amino-5-fluoropyrimidin-4-yl)-pyridin-2(1H)-one